7-(2-methoxyethyl)-1,3-dimethyl-8-(methylsulfinyl)-3,7-dihydro-1H-purine-2,6-dione COCCN1C(=NC=2N(C(N(C(C12)=O)C)=O)C)S(=O)C